C(C1=CC=CC=C1)OCC1=NN(C(N1CC)=O)C1=C2C(=NN(C(C2=CC(=C1)F)=O)C1=C(C=CC=C1F)Cl)C(=C)C (3-((benzyloxy)methyl)-4-ethyl-5-oxo-4,5-dihydro-1H-1,2,4-triazol-1-yl)-2-(2-chloro-6-fluorophenyl)-7-fluoro-4-(prop-1-en-2-yl)phthalazin-1(2H)-one